BrC=1C=C(C=NC1)CNC(=O)C=1C=NC(=C(C1)C)N1CC=2C=CC=NC2CC1 N-[(5-bromo-3-pyridyl)methyl]-6-(7,8-dihydro-5H-1,6-naphthyridin-6-yl)-5-methyl-pyridine-3-carboxamide